[Mo].[Cu].[As] arsenic-copper-molybdenum